(R)-2-(1-methyl-1H-pyrazol-4-yl)-N-(2-methyl-5-(2-(2-methylmorpholino)acetamido)pyridin-3-yl)pyrazolo[5,1-b]thiazole-7-carboxamide CN1N=CC(=C1)C1=CN2C(S1)=C(C=N2)C(=O)NC=2C(=NC=C(C2)NC(CN2C[C@H](OCC2)C)=O)C